C(C)OC(=O)C=1N=C2N(C3=C(C(=NC2)C2=C(C=CC=C2F)F)C(=C(C=C3)Br)Cl)C1 8-bromo-7-chloro-6-(2,6-difluorophenyl)-4H-benzo[f]imidazo[1,2-a][1,4]diazepine-2-Formic acid ethyl ester